N-(4-(4-amino-7-methyl-5-(4-(2-oxopiperidin-1-yl)phenyl)-7H-pyrrolo[2,3-d]pyrimidin-6-yl)phenyl)methacrylamide NC=1C2=C(N=CN1)N(C(=C2C2=CC=C(C=C2)N2C(CCCC2)=O)C2=CC=C(C=C2)NC(C(=C)C)=O)C